4-(4-carboxyl-5-hydroxyphenyl)-2-hydroxybenzoic acid C(=O)(O)C1=CC=C(C=C1O)C1=CC(=C(C(=O)O)C=C1)O